1-(2-((1-acetylazetidin-3-yl)oxy)-5-(trifluoromethyl)phenyl)-3-(2-(1-methyl-1H-imidazo[1,2-b]pyrazole-7-carbonyl)-2-azaspiro[3.3]heptan-6-yl)urea C(C)(=O)N1CC(C1)OC1=C(C=C(C=C1)C(F)(F)F)NC(=O)NC1CC2(CN(C2)C(=O)C2=C3N(N=C2)C=CN3C)C1